phenyl-1-(pyridin-3-yl-methyl)-1,3-diazaspiro[4.5]decan C1(=CC=CC=C1)C1N(C2(CN1)CCCCC2)CC=2C=NC=CC2